C(C=C)OC=1C=C(C=CC(=O)O)C=CC1OCC=C 3,4-diallyloxycinnamic acid